CC1=CC=CC(=N1)C1=NC(=CC=C1)C 6,6'-dimethyl-bipyridine